2-(((1r,4r)-4-((5-(1-(2,2-difluoroethyl)-1H-benzo[d][1,2,3]triazol-6-yl)-7H-pyrrolo[2,3-d]pyrimidin-2-yl)amino)cyclohexyl)oxy)ethan-1-ol FC(CN1N=NC2=C1C=C(C=C2)C2=CNC=1N=C(N=CC12)NC1CCC(CC1)OCCO)F